tert-Butyl 2-(3-methyl-1-(1-methylcyclopropyl)-2-oxo-6-(4,4,5,5-tetramethyl-1,3,2-dioxaborolan-2-yl)-2,3-dihydro-1H-benzo[d]imidazol-4-yl)acetate CN1C(N(C2=C1C(=CC(=C2)B2OC(C(O2)(C)C)(C)C)CC(=O)OC(C)(C)C)C2(CC2)C)=O